3-[(3S)-1-[6-(tert-butylamino)pyridine-3-carbonyl]pyrrolidin-3-yl]-5-methyl-1,3-oxazolidin-2-one C(C)(C)(C)NC1=CC=C(C=N1)C(=O)N1C[C@H](CC1)N1C(OC(C1)C)=O